C12CNCC(CC1)N2C=2SC=1CN(CCC1N2)C(CCC2=CC=CC=C2)=O 1-(2-(3,8-diazabicyclo[3.2.1]octan-8-yl)-6,7-dihydrothiazolo[5,4-c]pyridin-5(4H)-yl)-3-phenylpropan-1-one